7-((6-chloro-4-(2-((2,6-dimethylpyrimidin-4-yl)amino)pyrazolo[1,5-a]pyridin-5-yl)pyridin-3-yl)oxy)-2-oxa-5-azabicyclo[2.2.1]heptane-5-carboxylate ClC1=CC(=C(C=N1)OC1C2OCC1N(C2)C(=O)[O-])C2=CC=1N(C=C2)N=C(C1)NC1=NC(=NC(=C1)C)C